4-methoxymethyl-2,3,5,6-tetrafluorobenzyl alcohol COCC1=C(C(=C(CO)C(=C1F)F)F)F